1-(7-(3,4-difluorophenoxy)-3,4-dihydroisoquinolin-2(1H)-yl)prop-2-en-1-one FC=1C=C(OC2=CC=C3CCN(CC3=C2)C(C=C)=O)C=CC1F